2,4-diacetylfuran C(C)(=O)C=1OC=C(C1)C(C)=O